CC1(CCCCC1)N=C1NCCC1 1-Methylcyclohexyliminopyrrolidin